N-(3,3-difluoropiperidin-4-yl)-2-methyl-5-((5-methylpyrazin-2-yl)methoxy)benzofuran-3-carboxamide FC1(CNCCC1NC(=O)C1=C(OC2=C1C=C(C=C2)OCC2=NC=C(N=C2)C)C)F